3-amino-N-[2-(4-amino-3-methoxy-3-methylpyrrolidin-1-yl)-3-fluoro-5,6,7,8-tetrahydroquinolin-6-yl]-4,6-dimethylthieno[2,3-b]pyridine-2-carboxamide NC1=C(SC2=NC(=CC(=C21)C)C)C(=O)NC2CC=1C=C(C(=NC1CC2)N2CC(C(C2)N)(C)OC)F